1-(1-(4-(tert-butyl)benzyl)piperidin-4-yl)-2-cyclopropyl-5-fluoro-1H-benzo[d]imidazole hydrochloride Cl.C(C)(C)(C)C1=CC=C(CN2CCC(CC2)N2C(=NC3=C2C=CC(=C3)F)C3CC3)C=C1